ethyl (R)-4-(2-((((9H-fluoren-9-yl) methoxy)carbonyl)amino)-4-((tert-butoxycarbonyl)amino)butanamido)-1-methyl-1H-imidazole-2-carboxylate C1=CC=CC=2C3=CC=CC=C3C(C12)COC(=O)N[C@@H](C(=O)NC=1N=C(N(C1)C)C(=O)OCC)CCNC(=O)OC(C)(C)C